The molecule is a 6-amino-5-oxocyclohex-2-ene-1-carboxylic acid in which both stereocentres have R-configuration. It is an enantiomer of a (1S,6S)-6-amino-5-oxocyclohex-2-ene-1-carboxylic acid. It is a tautomer of a (1R,6R)-6-ammonio-5-oxocyclohex-2-ene-1-carboxylate. C1C=C[C@H]([C@H](C1=O)N)C(=O)O